P(OC1=C(C=C(C=C1)C(CC)(C)C)C(CC)(C)C)(OC1=C(C=C(C=C1)C(CC)(C)C)C(CC)(C)C)OC1=C(C=C(C=C1)C(CC)(C)C)C(CC)(C)C tris[2,4-bis(1,1-dimethyl propyl) phenyl] phosphite